ClC1=CC=C2C(=CNC2=C1)\C=C\1/NC(N(C1=O)C(C(=O)O)C1=CC=C(C=C1)Cl)=O (Z)-2-(4-((6-chloro-1H-indol-3-yl)methylene)-2,5-dioxo-imidazol-1-yl)-2-(4-chlorophenyl)acetic acid